2,4-dichloro-phenoxyacetate ClC1=C(OCC(=O)[O-])C=CC(=C1)Cl